tris(trimethoxy silyl) phosphite P(O[Si](OC)(OC)OC)(O[Si](OC)(OC)OC)O[Si](OC)(OC)OC